COC1=C(C=CC(=C1)N1CCC(CC1)N1CCNCC1)NC1=NC=C(C(=C1)NC1=C(C(=O)NC)C=CC=C1)C(F)(F)F 2-((2-((2-methoxy-4-(4-(piperazin-1-yl)piperidin-1-yl)phenyl)amino)-5-(triFluoromethyl)pyridin-4-yl)amino)-N-methylbenzamide